C1(=CC(=CC=C1)N)N.C(CCCCC(=O)O)(=O)O adipic acid m-phenylenediamine salt